N1(CCC1)C=1C(=NC=CC1)N (azetidin-1-yl)pyridin-2-amine